CC1(CNCC(O1)(C)C)C 2,2,6,6-tetramethylmorpholine